N[C@H]1C[C@H](CC1)C1=C(C#N)C=CC(=C1)Cl 2-((1S,3R)-3-aminocyclopentyl)-4-chlorobenzonitrile